CN1N=C(C=C1)C=1N=CSC1 1-methyl-3-(thiazol-4-yl)-1H-pyrazole